8-chloro-7-(hydroxymethyl)-3-methyl-1H-1,5-naphthyridin-2-one ClC=1C(=CN=C2C=C(C(NC12)=O)C)CO